FC(C(=O)[O-])(F)F.FC1(C[NH+](CC(C1)N(S(N)(=O)=O)C=1C=NN(C1)C)C)F 3,3-Difluoro-1-methyl-5-[(1-methyl-1H-pyrazol-4-yl)(sulfamoyl)amino]-piperidin-1-ium trifluoroacetate